benzyl-((R)-2-((tert-butoxycarbonyl)amino)-4-phenylbutyryl)-L-alanine C(C1=CC=CC=C1)N([C@@H](C)C(=O)O)C([C@@H](CCC1=CC=CC=C1)NC(=O)OC(C)(C)C)=O